FC=1C(=CC2=C(C(NC=3CNCC(C23)N(C(=O)C=2C=C3C(=CC=CN3C2)C(F)F)C)=O)C1)F N-(8,9-Difluoro-6-oxo-1,2,3,4,5,6-hexahydrobenzo[c][1,7]naphthyridin-1-yl)-8-(difluoromethyl)-N-methylindolizine-2-carboxamide